FC(C=1C(=CN(C(C1)=O)C)C(=O)N)F 4-(difluoromethyl)-1-methyl-6-oxo-1,6-dihydropyridine-3-carboxamide